C1(CCCCC1)C(N1C=C(C=2C1=NC=C(C2)C=2C(=NOC2C)C)C=2C(=CC(=NC2OCC)C(=O)O)C)C2CCCCC2 5-(1-(dicyclohexylmethyl)-5-(3,5-dimethylisoxazol-4-yl)-1H-pyrrolo[2,3-b]pyridin-3-yl)-6-ethoxy-4-methylpyridinecarboxylic acid